Trifluorouridine methyl-2,2-difluoro-6-methylenetetrahydro-1H-pyrrolizine-7a(5H)-carboxylate CC1C(CN2CC(CC12C(=O)OC[C@@H]1[C@]([C@]([C@@](O1)(N1C(=O)NC(=O)C=C1)F)(O)F)(O)F)=C)(F)F